CN1C(C(CCC1=O)N1C(C2=CC=C(C=C2C1=O)N1CCN(CC1)CCC1CCNCC1)=O)=O 2-(1-methyl-2,6-dioxo-3-piperidyl)-5-[4-[2-(4-piperidyl)ethyl]piperazin-1-yl]isoindoline-1,3-dione